CC1=CC=CC(=N1)C=1C(=C2N(N1)CCC2)C2=CC=NC1=CC=C(C=C21)C(=O)N 4-(2-(6-methylpyridin-2-yl)-5,6-dihydro-4H-pyrrolo[1,2-b]pyrazole-3-yl)quinoline-6-carboxamide